C1(CC1)C1=CC(=NN1)NC1=NC(=NC2=CC(=C(C=C12)OC)OCCCN1CCCC1)NCCOC N4-(5-cyclopropyl-1H-pyrazol-3-yl)-6-methoxy-N2-(2-methoxyethyl)-7-(3-(pyrrolidin-1-yl)propoxy)quinazoline-2,4-diamine